4-(cyclopropyl-(methyl)amino)-1-(3-(1-(4-(2-fluoro-3-methoxyphenoxy)phenyl)-8-methylimidazo[1,5-a]pyrazin-3-yl)pyrrolidin-1-yl)but-2-en-1-one C1(CC1)N(CC=CC(=O)N1CC(CC1)C1=NC(=C2N1C=CN=C2C)C2=CC=C(C=C2)OC2=C(C(=CC=C2)OC)F)C